6-bromo-1-(4-(1-methyl-4-(trifluoromethyl)-1H-imidazol-2-yl)benzyl)oxazolo[5,4-c]pyridin-2(1H)-one BrC1=CC2=C(C=N1)OC(N2CC2=CC=C(C=C2)C=2N(C=C(N2)C(F)(F)F)C)=O